ClC1=CC(=CC=2C=C(OC21)CN)C2=CC=C(C=C2)S(=O)(=O)N2C[C@@H](CC2)F (R)-(7-chloro-5-(4-(3-fluoropyrrolidin-1-ylsulfonyl)phenyl)benzofuran-2-yl)methylamine